S(N)(=O)(=O)C=1SC(=CN1)S(=O)(=O)Cl 2-sulfamoylthiazole-5-sulfonyl chloride